2-hydrazino-6-[(2-methoxyphenyl)amino]pyrimidine-4-carbonitrile N(N)C1=NC(=CC(=N1)C#N)NC1=C(C=CC=C1)OC